O(S(=O)(=O)C(F)(F)F)C=1N(N=C2C(N(CCC21)C2=CC=C(C=C2)OC)=O)C2=NC(=CC=C2)C 6-(4-methoxyphenyl)-2-(6-methylpyridin-2-yl)-7-oxo-4,5,6,7-tetrahydro-2H-pyrazolo[3,4-c]pyridin-3-yl triflate